(6R,7S)-6-((S)-5H-imidazo[5,1-a]isoindol-5-yl)-6,7-dihydro-5H-cyclopenta[c]pyridin-7-ol C=1N=CN2C1C1=CC=CC=C1[C@@H]2[C@H]2CC1=C(C=NC=C1)[C@H]2O